C1(C=CC=C1)[Zr]C1C=CC2=CC=CC=C12 cyclopentadienyl-indenyl-zirconium